(5S)-5-({[tert-butyl-(dimethyl)silyl]oxy}methyl)pyrrolidin-2-one C(C)(C)(C)[Si](OC[C@@H]1CCC(N1)=O)(C)C